decyl (4-hydroxyphenyl) sulfide OC1=CC=C(C=C1)SCCCCCCCCCC